1-(3-(4-(3-(thiophen-2-yl)propenoyl)phenoxy)piperidin-4-yl)benzenesulfonamide S1C(=CC=C1)C=CC(=O)C1=CC=C(OC2CNCCC2C2(CC=CC=C2)S(=O)(=O)N)C=C1